CNC(C1=CC=C(C(=O)NC2=C(C=CC(=C2)[N+](=O)[O-])C)C=C1)=O N1-methyl-N4-(2-methyl-5-nitrophenyl)terephthalamide